4-(dimethylamino)butane-1-thiol trifluoroacetate FC(C(=O)O)(F)F.CN(CCCCS)C